The molecule is a hydroxy fatty-acyl-CoA that results from the formal condensation of the thiol group of coenzyme A with the carboxy group of 2-hydroxydodecanoic acid. It is a hydroxy fatty acyl-CoA and a medium-chain fatty acyl-CoA. It derives from a 2-hydroxydodecanoic acid. It is a conjugate acid of a 2-hydroxydodecanoyl-CoA(4-). CCCCCCCCCCC(C(=O)SCCNC(=O)CCNC(=O)[C@@H](C(C)(C)COP(=O)(O)OP(=O)(O)OC[C@@H]1[C@H]([C@H]([C@@H](O1)N2C=NC3=C(N=CN=C32)N)O)OP(=O)(O)O)O)O